2-ketoisocaproic acid (2-ketoisocaproate) O=C(C(=O)O)CC(C)C.O=C(C(=O)O)CC(C)C